5-methyl-2-(trifluoromethyl)pyrimidine CC=1C=NC(=NC1)C(F)(F)F